N-{6-[(2-aminophenyl)amino]-6-oxohexyl}-3-(4-acrylamidophenyl)-1H-pyrazole-5-carboxamide NC1=C(C=CC=C1)NC(CCCCCNC(=O)C1=CC(=NN1)C1=CC=C(C=C1)NC(C=C)=O)=O